tert-butyl (1-(2-(2-((2-((2-(2,6-dioxopiperidin-3-yl)-1,3-dioxoisoindolin-4-yl)amino)ethyl)(methyl)amino)ethoxy)ethyl)piperidin-4-yl)carbamate O=C1NC(CCC1N1C(C2=CC=CC(=C2C1=O)NCCN(CCOCCN1CCC(CC1)NC(OC(C)(C)C)=O)C)=O)=O